2-heptyl-4-(3-chloro-4-fluorobenzylamino)-7-methoxychroman C(CCCCCC)C1OC2=CC(=CC=C2C(C1)NCC1=CC(=C(C=C1)F)Cl)OC